BrC1=C2C=C(N=CC2=CC=C1O)C 5-bromo-3-methylisoquinolin-6-ol